5-cyclopropyl-2-(trimethylstannyl)pyridine C1(CC1)C=1C=CC(=NC1)[Sn](C)(C)C